tert-butyl (S)-(5-(2-hydroxyphenyl)-1-(methylamino)-1-oxopentan-2-yl)carbamate OC1=C(C=CC=C1)CCC[C@@H](C(=O)NC)NC(OC(C)(C)C)=O